2-(6-(Aminomethyl)-4-(1-methyl-4-(4-methyl-4H-1,2,4-triazol-3-yl)-1H-pyrazol-5-yl)pyridin-2-yl)-4-(trifluoromethyl)isoindolin-1-one NCC1=CC(=CC(=N1)N1C(C2=CC=CC(=C2C1)C(F)(F)F)=O)C1=C(C=NN1C)C1=NN=CN1C